CC1=C(C=2C=NN(C2C=C1)C1OCCCC1)C=O 5-methyl-1-(tetrahydro-2H-pyran-2-yl)-1H-indazole-4-carbaldehyde